tert-butyl (1R,2R,3S)-2-(hydroxymethyl)-3-methylcyclopropane-1-carboxylate OC[C@H]1[C@@H]([C@H]1C)C(=O)OC(C)(C)C